4-methoxy-N-(7-(4-methoxyphenyl)-7-oxoheptyl)benzenesulfonamide COC1=CC=C(C=C1)S(=O)(=O)NCCCCCCC(=O)C1=CC=C(C=C1)OC